OC(CC=1SC(=CC1C#N)C1=NC(=NC=C1C(F)(F)F)NC1CCN(CC1)S(=O)(=O)C=1C=NN(C1)C)(C)C 2-(2-hydroxy-2-methylpropyl)-5-(2-((1-((1-methyl-1H-pyrazol-4-yl)sulfonyl)piperidin-4-yl)amino)-5-(trifluoromethyl)pyrimidin-4-yl)thiophene-3-carbonitrile